NC=1C(=C(C(=O)OC(C)(C)C)C=CC1)C tert-butyl amino-2-methylbenzoate